C(C)N1N=C(C=C1)C1=NC2=CC=CC=C2C(=C1)[C@@H](C)NC(C1=C(C=CC(=C1)OC[C@H]1N(CCC1)C)C)=O N-((R)-1-(2-(1-ethyl-1H-pyrazol-3-yl)quinolin-4-yl)ethyl)-2-methyl-5-(((S)-1-methylpyrrolidin-2-yl)methoxy)benzamide